mono-calcium orthophosphate P(=O)([O-])([O-])O.[Ca+2]